FC1=CC=C(C(=C1[C@H]([C@@H](C=1OC(NN1)=O)NS(=O)(=O)C1=CC2=C(NC(N2)=O)C=C1)C)C)C N-((1S,2R)-2-(6-fluoro-2,3-dimethylphenyl)-1-(5-oxo-4,5-dihydro-1,3,4-oxadiazol-2-yl)propyl)-2-oxo-2,3-dihydro-1H-benzo[d]imidazole-5-sulfonamide